CN1N=NN=C1SC1=C(C(=O)O)C=C(C=C1)[N+](=O)[O-] 2-[(1-Methyl-1H-1,2,3,4-tetrazol-5-yl)sulfanyl]-5-nitrobenzoic acid